CC1(CC1)C(=O)Cl 1-methylcyclopropanecarbonyl chloride